(S)-4-chloro-1-(pyridine-3-yl)butan-1-ol ClCCC[C@H](O)C=1C=NC=CC1